1,1'-(oxybis(hexane-6,1-diyl))bis(cyclopropane-1-carboxylic acid) O(CCCCCCC1(CC1)C(=O)O)CCCCCCC1(CC1)C(=O)O